3,3,5-trimethylcyclohexyl acrylate C(C=C)(=O)OC1CC(CC(C1)C)(C)C